4-((2S,3R,4R,5R)-3-(2-ethoxy-3,4-difluorophenyl)-4,5-dimethyl-5-(trifluoromethyl)tetrahydrofuran-2-carboxamido)picolinamide C(C)OC1=C(C=CC(=C1F)F)[C@@H]1[C@H](O[C@]([C@@H]1C)(C(F)(F)F)C)C(=O)NC1=CC(=NC=C1)C(=O)N